C(C)N(C(=O)N[C@H](C(F)(F)F)CCC(F)(F)F)[C@H](C(F)(F)F)C1=NC=C(C(=C1)C=1N=C(C=2N(C1)C=CN2)OC)C 1-ethyl-3-((S)-1,1,1,5,5,5-hexafluoropentan-2-yl)-1-((S)-2,2,2-trifluoro-1-(4-(8-methoxyimidazo[1,2-a]pyrazin-6-yl)-5-methylpyridin-2-yl)ethyl)urea